N-[1-(5-bromo-2-pyrimidin-2-yl-1,2,4-triazol-3-yl)ethyl]-2-cyclopropyl-6-(trifluoromethyl)pyridine-4-carboxamide BrC=1N=C(N(N1)C1=NC=CC=N1)C(C)NC(=O)C1=CC(=NC(=C1)C(F)(F)F)C1CC1